1H-pyrrole-3-carboxylic acid N1C=C(C=C1)C(=O)O